OC1=C(CC2C(N(C(C2)=O)C(C)C)=O)C=CC(=C1)O 3-(2,4-dihydroxybenzyl)-1-isopropylpyrrolidine-2,5-dione